O1COC2=C1C=CC=C2CNCC2=CC(=NC=C2)N2CC(CCC2)(C)C N-(1,3-benzodioxol-4-ylmethyl)-1-[2-(3,3-dimethyl-1-piperidinyl)-4-pyridinyl]methaneamine